FC1(OCC2=C(O1)C=CC(=C2C=2C=C(C=CC2F)C=2C1=C(N=NC2)N(C=N1)CC)OC)F 4-(3-(2,2-difluoro-6-methoxybenzo[d][1,3]dioxin-5-yl)-4-fluorophenyl)-7-ethyl-7H-imidazo[4,5-c]pyridazine